C1(CCCCC1)[C@@H](C(=O)NC1=CC=C(C=C1)C=1C(=NNC1C)C)NC(=O)C1=CC=NN1C1CC=CC1 (S)-N-(1-cyclohexyl-2-((4-(3,5-dimethyl-1H-pyrazol-4-yl)phenyl)amino)-2-oxoethyl)-1-(cyclopent-3-en-1-yl)-1H-pyrazole-5-carboxamide